O1CCC(CC1)OC(=O)C1=C(NC=2CC(CC(C2C1C1=CC(=C(C=C1)F)O)=O)C1=C(C=CC=C1)OC)C 4-(4-fluoro-3-hydroxyphenyl)-7-(2-methoxyphenyl)-2-methyl-5-oxo-1,4,5,6,7,8-hexahydroquinoline-3-carboxylic acid tetrahydro-2H-pyran-4-yl ester